2-(5,6,7,8-tetrahydroimidazo[1,2-a]pyridin-7-ylmethoxy)pyrimidine-5-carbonitrile N=1C=CN2C1CC(CC2)COC2=NC=C(C=N2)C#N